7-(3-hydroxyazetidin-1-yl)-5-methoxy-4-oxo-1-(1,3-thiazol-2-yl)-1,4-dihydro-1,8-naphthyridine-3-carboxylic acid OC1CN(C1)C1=CC(=C2C(C(=CN(C2=N1)C=1SC=CN1)C(=O)O)=O)OC